2-methylguanine CC1(NC(C2=NC=NC2=N1)=O)N